CNC1=NC(N([C@H]2[C@H](O)[C@H](O)[C@@H](CO)O2)C=C1)=O N-methyl-cytidine